tert-butyl (4-amino-9-(2-((1R,3S,5R)-3-((6-bromopyridin-2-yl)carbamoyl)-2-azabicyclo[3.1.0]hexan-2-yl)-2-oxoethyl)-9H-pyrimido[4,5-b]indol-6-yl)carbamate NC1=NC=NC=2N(C3=CC=C(C=C3C21)NC(OC(C)(C)C)=O)CC(=O)N2[C@@H]1C[C@@H]1C[C@H]2C(NC2=NC(=CC=C2)Br)=O